FC(C=O)(CC=O)F 2,2-difluorobutanedialdehyde